pyrrolo[3,2-d]pyrimidine-4-one N=1C=NC(C=2C1C=CN2)=O